BrC1=CC(=NC=C1)NC(CN1CC2CNC(C1)CC2)=O N-(4-bromopyridin-2-yl)-2-{3,6-diazabicyclo[3.2.2]non-3-yl}acetamide